C(CCCCCCCCCCCCCCCCC)C(O)(C(CO)(CO)CO)CCCCCCCCCCCCCCCCCC di-stearyl-pentaerythritol